6-[4-[4-(dimethylamino)-1-piperidyl]-3-pyridyl]-N'-(2-ethyl-4-hydroxy-phenyl)-4-[[(3S,4S)-4-hydroxytetrahydropyran-3-yl]amino]pyrrolo[1,2-b]pyridazine-3-carboxamidine formic acid salt C(=O)O.CN(C1CCN(CC1)C1=C(C=NC=C1)C=1C=C2N(N=CC(=C2N[C@H]2COCC[C@@H]2O)C(=NC2=C(C=C(C=C2)O)CC)N)C1)C